COC(=O)C1=NC2=CC=C(C=C2C(=C1)O[C@@H]1COCC1)Br (S)-6-bromo-4-((tetrahydrofuran-3-yl)oxy)quinoline-2-carboxylic acid methyl ester